(3S*)-3-(7-{[(2R,5S)-2-ethyl-5-methyl-2,3-dihydropyrido[2,3-f][1,4]oxazepin-4(5H)-yl]methyl}-1-benzothien-5-yl)-3-(7-hydroxy-1,4-dimethyl-1H-benzotriazol-5-yl)propanoic acid C(C)[C@H]1OC2=C([C@@H](N(C1)CC1=CC(=CC=3C=CSC31)[C@H](CC(=O)O)C3=C(C1=C(N(N=N1)C)C(=C3)O)C)C)N=CC=C2 |o1:19|